ClC=1C(=C(C=CC1)C1=NC2=CC(=C(C=C2C(=N1)N)N)OC)F (3-chloro-2-fluorophenyl)-7-methoxyquinazoline-4,6-diamine